OC[C@H]1N(CCC1)C(=O)C1=NN=C(S1)C=1C(=CC(=NC1)C1=CC=C2N1N=CC(=C2)C#N)NC(C)C (S)-7-(5-(5-(2-(hydroxymethyl)pyrrolidine-1-carbonyl)-1,3,4-thiadiazol-2-yl)-4-(isopropylamino)pyridin-2-yl)pyrrolo[1,2-b]pyridazine-3-carbonitrile